6-chloro-4-[(3S,4R)-4-(4-fluoro-2-hydroxy-anilino)-3-methyl-1-piperidinyl]-1-methyl-2-oxo-1,5-naphthyridine-3-carbonitrile ClC=1N=C2C(=C(C(N(C2=CC1)C)=O)C#N)N1C[C@@H]([C@@H](CC1)NC1=C(C=C(C=C1)F)O)C